NC=1N=NC(=CC1C=1C=NN(C1)C1CCN(CC1)C1CCC(CC1)C1=C2CCN(C2=CC=C1)[C@H]1C(NC(CC1)=O)=O)C1=C(C(=CC=C1)Cl)O (3R)-3-[4-[4-[4-[4-[3-amino-6-(3-chloro-2-hydroxy-phenyl)pyridazin-4-yl]pyrazol-1-yl]-1-piperidyl]cyclohexyl]indolin-1-yl]piperidine-2,6-dione